C(C1=CC=CC=C1)N1C(C(C(=C1C1=CC=C(C=C1)C)C)(CC(C(C(C(F)(F)F)(F)F)(F)F)(F)F)C)=O 1-Benzyl-3,4-dimethyl-3-(2,2,3,3,4,4,5,5,5-nonafluoropentyl)-5-p-tolyl-1,3-dihydro-2H-pyrrol-2-one